bis[monoethyl (3,5-di-tert-butyl-4-hydroxybenzyl) phosphonate] calcium salt [Ca+2].C(C)C(C1=CC(=C(C(=C1)C(C)(C)C)O)C(C)(C)C)P([O-])([O-])=O.C(C)C(C1=CC(=C(C(=C1)C(C)(C)C)O)C(C)(C)C)P([O-])([O-])=O.[Ca+2]